methyl (S)-3-(4-(3-cyano-4-((3-fluoropyridin-2-yl)thio)pyrazolo[1,5-a]pyridin-6-yl)-1H-pyrazol-1-yl)piperidine-1-carboxylate C(#N)C=1C=NN2C1C(=CC(=C2)C=2C=NN(C2)[C@@H]2CN(CCC2)C(=O)OC)SC2=NC=CC=C2F